6-chloro-4-(5-diethoxyphosphoryl-2-furyl)-1,3-benzodioxole-2-carboxylic acid ClC=1C=C(C2=C(OC(O2)C(=O)O)C1)C=1OC(=CC1)P(=O)(OCC)OCC